ClC1=CC=C(C=C1)N1NC(CC1)=O 1-(4-chlorophenyl)pyrazolidin-3-one